2-(3-(pyridin-2-yl)imidazo[1,5-a]pyridin-1-yl)phenol N1=C(C=CC=C1)C1=NC(=C2N1C=CC=C2)C2=C(C=CC=C2)O